Tert-butyl (S)-(1-cyano-2-(4-(1,1-dioxido-2,3-dihydrobenzo[b]thiophen-5-yl)-2-fluorophenyl)ethyl)carbamate C(#N)[C@H](CC1=C(C=C(C=C1)C1=CC2=C(S(CC2)(=O)=O)C=C1)F)NC(OC(C)(C)C)=O